1-((3aS,4R,6aR)-6-(hydroxymethyl)-2,2-dimethyltetrahydro-4H-cyclopenta[d][1,3]dioxol-4-yl)pyrimidine-2,4(1H,3H)-dione OCC1C[C@H]([C@H]2[C@@H]1OC(O2)(C)C)N2C(NC(C=C2)=O)=O